N-(2-(6-methoxy-1H-indol-3-yl)ethyl)acetamide COC1=CC=C2C(=CNC2=C1)CCNC(C)=O